NCC1=NNC(C2=C(C=C(C=C12)C=1C=NN(C1C1=C(C#N)C(=CC(=C1F)Cl)C1(CCC1)F)C)C=C)=O 2-(4-(4-(aminomethyl)-8-ethenyl-1-oxo-1,2-dihydrophthalazin-6-yl)-1-methyl-1H-pyrazol-5-yl)-4-chloro-3-fluoro-6-(1-fluorocyclobutyl)benzonitrile